CC1=C(C=C(C=C1)N1CCNCC1)NC(C(C)N1C=C(C2=CC(=CC=C12)S(=O)(=O)N1CCCCC1)C)=O N-(2-methyl-5-piperazin-1-yl-phenyl)-2-[3-methyl-5-(1-piperidylsulfonyl)indol-1-yl]propanamide